2-((1-((1R,4R)-4-((Benzyloxy)methyl)cyclohexyl)-4-(ethoxycarbonyl)-1H-pyrazol-3-yl)oxy)-2,2-difluoroacetic acid C(C1=CC=CC=C1)OCC1CCC(CC1)N1N=C(C(=C1)C(=O)OCC)OC(C(=O)O)(F)F